ClC=1C=C(C=C(C1)Cl)C1=NN(C(=C1)C1=CC2=CC=C(C=C2C=C1)OC(F)(F)F)[C@@H](C)C1=CC=C(C(=O)NCCC(=O)O)C=C1 N-[4-((1S)-1-{3-(3,5-dichlorophenyl)-5-[6-(trifluoromethoxy)-2-naphthyl]-1H-pyrazol-1-yl}ethyl)benzoyl]-β-alanine